F/C=C(\CNC(OC(C)(C)C)=O)/COC1=CC=C2CCNC(C2=C1)=O tert-butyl N-[(E)-3-fluoro-2-[(1-oxo-3,4-dihydro-2H-isoquinolin-7-yl)oxymethyl]allyl]carbamate